N-(3-((2,3-Dihydro-1H-inden-5-yl)ethynyl)-1-methyl-1H-pyrrolo[2,3-b]pyridin-5-yl)acrylamide C1CCC2=CC(=CC=C12)C#CC1=CN(C2=NC=C(C=C21)NC(C=C)=O)C